ClC1=CC(=C(N=N1)OC1=C(C=CC=C1C)C1CC1)O 6-chloro-3-(2-cyclopropyl-6-methylphenoxy)-4-hydroxypyridazine